o-toluidine diisocyanate [N-]=C=O.[N-]=C=O.NC=1C(=CC=CC1)C